C(C)(C)[C@]1(O)[C@@H]([C@@H](OC(C)=O)[C@@H](OC(C)=O)[C@H](O1)COC(C)=O)NC(C(F)(F)F)=O Isopropyl-2-deoxy-2-trifluoroacetamido-3,4,6-tri-O-acetyl-beta-D-galactopyranose